N-((1-methyl-1H-indazol-5-yl)methyl)-N-(pyridin-3-ylmethyl)ethan-1-amine oxide CN1N=CC2=CC(=CC=C12)C[N+](CC)(CC=1C=NC=CC1)[O-]